C(C)(C)(C)OC(=O)N1C(CNCC1)C1=C(C=C(C=C1)NCC1=CC(=C(C=C1)OC)F)C(NCC1CC1)=O (2-((cyclopropylmethyl)-carbamoyl)-4-((3-fluoro-4-methoxybenzyl)amino)phenyl)piperazine-1-carboxylic acid tert-butyl ester